C(C)(=O)NC1=C(C=C(OC2=CC=C(C=C2)NC(C)=O)C=C1)Br N-(4-(4-acetamido-3-bromophenoxy)phenyl)acetamide